2,3-dimethyl-p-bromobenzylsulfone CC1=C(CS(=O)(=O)CC2=C(C(=C(C=C2)Br)C)C)C=CC(=C1C)Br